C1(=CC=CC=C1)C1=CC=NC2=C3N=CC=CC3=CC=C12 4-Phenyl-1,10-phenanthroline